2-(5-butyl-2-hydroxyphenyl)benzotriazole C(CCC)C=1C=CC(=C(C1)N1N=C2C(=N1)C=CC=C2)O